(4-(1-(1H-benzo[d][1,2,3]triazole-1-yl)vinyl)phenyl)ethane N1(N=NC2=C1C=CC=C2)C(=C)C2=CC=C(C=C2)CC